2-(3-(3-(3-fluorophenyl)ureido)benzyloxy)benzamide FC=1C=C(C=CC1)NC(NC=1C=C(COC2=C(C(=O)N)C=CC=C2)C=CC1)=O